CN1C(C=CC(=C1)[C@H]1OCC[C@@H](C1)C=1C=C(C=2C(=NC(=C(N2)C)C)N1)C12CC(C1)(C2)C(F)(F)F)=O 1-methyl-5-[(2S,4S)-4-[2,3-dimethyl-8-[3-(trifluoromethyl)-1-bicyclo[1.1.1]pentanyl]pyrido[2,3-b]pyrazin-6-yl]tetrahydropyran-2-yl]pyridin-2-one